BrC=1C=C2CCN(CC2=C(C1)C(=O)OC)C(C(F)(F)F)=O methyl 6-bromo-2-(2,2,2-trifluoroacetyl)-1,2,3,4-tetrahydroisoquinoline-8-carboxylate